(2-methoxyethyl)diphenylphosphonium chloride [Cl-].COCC[PH+](C1=CC=CC=C1)C1=CC=CC=C1